methyl 3-ethynyl-4-fluoro-benzoate C(#C)C=1C=C(C(=O)OC)C=CC1F